FC1=C(C=CC=C1S(=O)(=O)C)NC1=NC=C(C(=N1)C1=CNC2=C(C=CC=C12)NC([C@H](C)N1CCN(CC1)C)=O)C (S)-N-(3-(2-((2-fluoro-3-(methylsulfonyl)phenyl)amino)-5-methylpyrimidin-4-yl)-1H-indol-7-yl)-2-(4-methylpiperazin-1-yl)propionamide